BrC=1C=C2N(N=CC(=C2N[C@H]2COCC2)C(=NC2=C(C=C(C(=C2)F)O[Si](C)(C)C(C)(C)C)CC)N)C1 6-bromo-N'-[4-[tert-butyl(dimethyl)silyl]oxy-2-ethyl-5-fluorophenyl]-4-[[(3R)-tetrahydrofuran-3-yl]amino]pyrrolo[1,2-b]pyridazine-3-carboxamidine